tert-butyl ((1r,3r)-3-(hydrazinecarbonyl)cyclobutyl)carbamate N(N)C(=O)C1CC(C1)NC(OC(C)(C)C)=O